C(C)(C)(C)OC(=O)N1CCC2(CC1)CC=1C(=NC=CC1Cl)O2 4-chloro-3H-Spiro[furo[2,3-b]pyridine-2,4'-piperidine]-1'-carboxylic acid tert-butyl ester